C(C)(=O)C1=C(C2=C(N=C(N=C2)NC2=CC=C(C=N2)N2CCN(CC2)C2CCN(CC2)CCC=2C=C(C=CC2)C2C(NC(CC2)=O)=O)N(C1=O)C1CCCC1)C 3-(3-(2-(4-(4-(6-((6-Acetyl-8-cyclopentyl-5-methyl-7-oxo-7,8-dihydropyrido[2,3-d]pyrimidin-2-yl)amino)pyridin-3-yl)piperazin-1-yl)piperidin-1-yl)ethyl)phenyl)piperidine-2,6-dione